N-((1-((3-((5-ethyl-2-methoxyphenyl)sulfonamido)-4-methoxybenzo[d]isoxazol-6-yl)methyl)-1H-pyrazol-4-yl)methyl)-2-fluoroacrylamide C(C)C=1C=CC(=C(C1)S(=O)(=O)NC1=NOC2=C1C(=CC(=C2)CN2N=CC(=C2)CNC(C(=C)F)=O)OC)OC